9-(4-Hydroxyphenyl)-2,7-phenanthroline OC1=CC=C(C=C1)C=1C=NC2=CC=C3C=CN=CC3=C2C1